O1C=CC2=C1C=C(C=C2)CCC=O 3-(BENZOFURAN-6-YL)PROPANAL